methyl (S)-2-(3-((1,2-dimethyl-6-((1-(3-(trifluoromethoxy)phenyl)ethyl)carbamoyl)-1H-indol-3-yl)methyl) phenoxy)-2-methylpropanoate CN1C(=C(C2=CC=C(C=C12)C(N[C@@H](C)C1=CC(=CC=C1)OC(F)(F)F)=O)CC=1C=C(OC(C(=O)OC)(C)C)C=CC1)C